6-(3-aminopyrrole-1-yl)-N-(1H-indol-3-yl)-3,4-dihydroisoquinoline-2(1H)-carboxamide NC1=CN(C=C1)C=1C=C2CCN(CC2=CC1)C(=O)NC1=CNC2=CC=CC=C12